C1(CC1)C=1C=C(C=2N(C1)C=C(N2)CN2C(C1=CC=CC=C1C2=O)=O)N2CC1(CN(C1)C(=O)OC(C)(C)C)C2 tert-butyl 6-(6-cyclopropyl-2-((1,3-dioxoisoindolin-2-yl)methyl)imidazo[1,2-a]pyridin-8-yl)-2,6-diazaspiro[3.3]heptane-2-carboxylate